2-amino-3-chloro-5-methoxy-1,4-naphthoquinone NC=1C(C2=CC=CC(=C2C(C1Cl)=O)OC)=O